3-[(2-fluoro-3-nitrophenyl)methyl]-4-methyl-7-pyrimidin-2-yloxychromen-2-one FC1=C(C=CC=C1[N+](=O)[O-])CC=1C(OC2=CC(=CC=C2C1C)OC1=NC=CC=N1)=O